CN1C=CC=2C(=CN=C(C2C1=O)N[C@@H]1CN(CC1)C(=O)OC(C)(C)C)C1=NC=C(C=C1)C(F)(F)F tert-butyl (S)-3-((7-methyl-8-oxo-4-(5-(trifluoromethyl)pyridin-2-yl)-7,8-dihydro-2,7-naphthyridin-1-yl)amino)pyrrolidine-1-carboxylate